6-bromo-2-(2,6-dioxopiperidine-3-yl)4-fluoroisoindoline-1,3-dione BrC1=CC(=C2C(N(C(C2=C1)=O)C1C(NC(CC1)=O)=O)=O)F